COC1=CC=C(C=C1)N(N)C1=NC=CC=C1 2-(1-(4-methoxyphenyl)hydrazino)pyridine